CC1(CC(C1)N1[C@@H]2CN(CC1CC2)C=2C=1N(N=CC2)C=C(C1)C=1C=NN(C1)C)C#N (1s,3s)-1-methyl-3-(3-(6-(1-methyl-1H-pyrazol-4-yl)pyrrolo[1,2-b]pyridazin-4-yl)-3,8-diazabicyclo[3.2.1]oct-8-yl)cyclobutane-1-carbonitrile